1-[4-(3-[2-[4-amino-5-(3-methoxy-4-phenoxyphenyl)-7-methyl-7H-pyrrolo[2,3-d]pyrimidin-6-yl]ethynyl]azetidin-1-yl)piperidin-1-yl]prop-2-en-1-one NC=1C2=C(N=CN1)N(C(=C2C2=CC(=C(C=C2)OC2=CC=CC=C2)OC)C#CC2CN(C2)C2CCN(CC2)C(C=C)=O)C